C1=NC=C(C2=CC=CC=C12)N1C(N(CC1C#N)C=1N=NC=C(C1)C(F)(F)F)=O 3-(isoquinolin-4-yl)-2-oxo-1-(5-(trifluoromethyl)pyridazin-3-yl)imidazoline-4-carbonitrile